N-(3-trifluoromethylphenyl)benzo[d]isoxazol-3-amine FC(C=1C=C(C=CC1)NC1=NOC2=C1C=CC=C2)(F)F